COCCOCC=1C=C2C=C(NC2=C(C1)NCC1CCOCC1)C1=CC=CC=C1 5-(2-methoxyethoxymethyl)-2-phenyl-N-(tetrahydropyran-4-ylmethyl)-1H-indol-7-amine